C(C1=CC=CC=C1)(=O)N\N=C(\C(=O)O)/C (E)-2-(2-benzoylhydrazono)propionic acid